8-(2-Cyclopropylmethoxy-4-trifluoromethylphenoxy)-3-(6-trifluoromethylpyridin-3-yl)-3-azabicyclo[3.2.1]octane C1(CC1)COC1=C(OC2C3CN(CC2CC3)C=3C=NC(=CC3)C(F)(F)F)C=CC(=C1)C(F)(F)F